CC1=C(C=C(C=C1)[C@@H]1CC(=NO1)OC=1C=NC=NC1)OC1=CC(=CC=C1)C(F)(F)F (5S)-5-[4-Methyl-3-[3-(trifluoromethyl)phenoxy]phenyl]-3-pyrimidin-5-yloxy-4,5-dihydroisoxazole